FC1=C(C=C(C=C1)F)C1=CC2=C(N(C(N2)=O)[C@H](CS(=O)(=O)C)C2=NC(=C(C=C2)OC)OCC)C=C1 (S)-5-(2,5-difluorophenyl)-1-(1-(6-ethoxy-5-methoxypyridin-2-yl)-2-(methylsulfonyl)ethyl)-1H-benzo[d]imidazol-2(3H)-one